strontium borate B([O-])([O-])[O-].[Sr+2].B([O-])([O-])[O-].[Sr+2].[Sr+2]